bisphenol A bis-salicylate C(C=1C(O)=CC=CC1)(=O)O.C(C=1C(O)=CC=CC1)(=O)O.OC1=CC=C(C=C1)C(C)(C)C1=CC=C(C=C1)O